trimethyl-(prop-1-ynyl)silane tert-butyl-(S)-2-benzyl-3-oxopyrrolidine-1-carboxylate C(C)(C)(C)OC(=O)N1[C@H](C(CC1)=O)CC1=CC=CC=C1.C[Si](C#CC)(C)C